ClC1=NC=CC(=N1)NC1=NC(=NC=C1)NC1=CC=C(C=C1)N1CCN(CC1)C(=O)OC(C)(C)C tert-butyl 4-(4-((4-((2-chloropyrimidin-4-yl)amino)pyrimidin-2-yl)amino)phenyl)piperazine-1-carboxylate